[3-(1,3-benzothiazol-2-ylamino)-4-methyl-6,7-dihydro-5H-pyrido[2,3-c]pyridazin-8-yl]-5-[3-[2-fluoro-4-(3-hydroxypropyl)phenoxy]propyl]thiazole-4-carboxylic acid methyl ester COC(=O)C=1N=C(SC1CCCOC1=C(C=C(C=C1)CCCO)F)N1CCCC2=C1N=NC(=C2C)NC=2SC1=C(N2)C=CC=C1